3-(4-iodophenyl)isoxazol-5-amine IC1=CC=C(C=C1)C1=NOC(=C1)N